FC=1C=CC(=NC1)N1CCNCC1 4-(5-Fluoropyridin-2-yl)piperazine